ClC1=CC=C(C=C1)C1=C(CCC(C1)(C)C)CN1C2CN(CC1C2)C(=O)C=2C=C1CN(C(C1=C(C2)F)=O)C2C(NC(CC2)=O)=O 3-(5-(6-((4'-chloro-5,5-dimethyl-3,4,5,6-tetrahydro-[1,1'-biphenyl]-2-yl)methyl)-3,6-diazabicyclo[3.1.1]heptane-3-carbonyl)-7-fluoro-1-oxoisoindolin-2-yl)piperidine-2,6-dione